C(#N)C=1C=C(C=CC1)C=1C=C2C=CN(C2=C(C1)C(=O)N[C@@H](C)C1=CC=C(C(=O)O)C=C1)CC1=CC(=CC=C1)C(F)(F)F (S)-4-(1-(5-(3-cyanophenyl)-1-(3-(trifluoromethyl)benzyl)-1H-indole-7-carboxamido)ethyl)benzoic acid